C1=C(C=CC2=CC=CC=C12)C(C)O 1-(naphthalen-2-yl)ethan-1-ol